(1r,3r)-3-(4-aminophenoxy)cyclobutan-1-ol NC1=CC=C(OC2CC(C2)O)C=C1